(R)-N-(4-(1'-methyl-2'-oxospiro[cyclopropane-1,3'-indoline]-5'-yl)-5,6,7,8-tetrahydroisoquinolin-8-yl)propanamide CN1C(C2(C3=CC(=CC=C13)C1=CN=CC=3[C@@H](CCCC13)NC(CC)=O)CC2)=O